N,N-dimethyl-2-(2-hydroxyethyl)piperidinium C[N+]1(C(CCCC1)CCO)C